6,7-dimethoxy-2-oxo-2H-chromene COC=1C=C2C=CC(OC2=CC1OC)=O